Cl.FC=1C=C(C=CC1)[C@H](O)[C@@H]1N[C@@](CC1)(C)CC1=CC=C(C=C1)OC (S)-(3-Fluorophenyl)((2R,5R)-5-(4-methoxybenzyl)-5-methylpyrrolidin-2-yl)methanol hydrochloride